(R)-N-(3,3-difluoro-1-(methyl-d3)piperidin-4-yl)-5-(1-(3,3-difluorocyclobutyl)-1H-benzo[d][1,2,3]triazol-6-yl)-4-methoxypyrrolo[2,1-f][1,2,4]triazin-2-amine FC1(CN(CC[C@H]1NC1=NN2C(C(=N1)OC)=C(C=C2)C=2C=CC1=C(N(N=N1)C1CC(C1)(F)F)C2)C([2H])([2H])[2H])F